magnesium mono-phosphate P(=O)([O-])([O-])O.[Mg+2]